C(C1=CC=CC=C1)ONC(C1=NC=C(C=C1)NC=1OC(=CN1)C1=CC=C(C=C1)Cl)=O N-(benzyloxy)-5-((5-(4-chlorophenyl)oxazol-2-yl)amino)picolinamide